N-[(3S,4S)-1-(3,3-Difluorocyclobutyl)-3-methyl-4-piperidyl]-6-[3-(5-fluoro-2-methoxy-4-methylsulfonyl-anilino)prop-1-ynyl]-1-(2,2,2-trifluoroethyl)benzimidazole-4-carboxamide FC1(CC(C1)N1C[C@@H]([C@H](CC1)NC(=O)C1=CC(=CC=2N(C=NC21)CC(F)(F)F)C#CCNC2=C(C=C(C(=C2)F)S(=O)(=O)C)OC)C)F